(6ar,10ar)-6,6,9-trimethyl-3-pentyl-6a,7,8,10a-tetrahydro-6H-benzo[c]benzopyran-1-ol CC1(OC=2C([C@H]3[C@H]1CCC(=C3)C)=C(C=C(C2)CCCCC)O)C